1,2-dibromoethyltri-n-propoxysilane BrC(CBr)[Si](OCCC)(OCCC)OCCC